S1C2=C(C=C1NC(=O)N[C@@H]1/C(/NC[C@H]1C1=C(C=C(C=C1F)OC)F)=N/OC)C=CC=C2 |o1:9,13| (-)-1-(benzo[b]thiophen-2-yl)-3-[(3S*,4R*,Z)-4-(2,6-difluoro-4-methoxyphenyl)-2-(methoxyimino)pyrrolidin-3-yl]urea